2-(4,6-diphenyl-1,3,5-triazin-2-yl)-5-[2-(acryloyloxy)ethoxy]phenol C1(=CC=CC=C1)C1=NC(=NC(=N1)C1=CC=CC=C1)C1=C(C=C(C=C1)OCCOC(C=C)=O)O